5-(2-Cyclopropyl-7H-pyrrolo[2,3-d]pyrimidin-5-yl)-N-(tetrahydro-2H-pyran-4-yl)pyrazolo[1,5-a]pyridine-3-carboxamide C1(CC1)C=1N=CC2=C(N1)NC=C2C2=CC=1N(C=C2)N=CC1C(=O)NC1CCOCC1